Butyl 7-chloro-1-(5-formyl-2-methyl-3-thienyl)-3,4-dihydroisoquinoline-2(1H)-carboxylate ClC1=CC=C2CCN(C(C2=C1)C1=C(SC(=C1)C=O)C)C(=O)OCCCC